ClC=1C(=NC(=NC1)NC1=CC(=C(C=C1)OC)C(F)(F)F)NC1=C(C=CC=C1)P(=O)(C)C 5-Chloro-N4-(2-dimethylphosphorylphenyl)-N2-[4-methoxy-3-(trifluoromethyl)phenyl]pyrimidine-2,4-diamine